The molecule is an S-alkylsulfenic acid in which the alkyl group is specified as methyl. It is a one-carbon compound and a S-alkylsulfenic acid. CSO